BrC=1C(=C(C=CC1)NC(=O)C=1SC=2CNCCC2N1)Cl N-(3-bromo-2-chlorophenyl)-4,5,6,7-tetrahydrothiazolo[5,4-c]pyridine-2-carboxamide